(2RS)-2-[2-({2-chloro-4-fluoro-5-[3-methyl-2,6-dioxo-4-(trifluoromethyl)-3,6-dihydropyrimidin-1(2H)-yl]Phenyl} thio) phenoxy]2-methoxyethyl propionate C(CC)(=O)OC[C@H](OC)OC1=C(C=CC=C1)SC1=C(C=C(C(=C1)N1C(N(C(=CC1=O)C(F)(F)F)C)=O)F)Cl |r|